quinolinyl-palladium N1=C(C=CC2=CC=CC=C12)[Pd]